NC=1C=CC(=C(C1)C=1C(=C(CN(C1)C)I)OC)OC1=C(C=C(C=C1)F)F 5-(5-amino-2-(2,4-difluorophenoxy)phenyl)-3-iodo-4-methoxy-1-methylpyridin